(4-(3-hydroxyoxetan-3-yl)phenyl)(4-((4-(trifluoromethyl)phenyl)thio)piperidin-1-yl)methanon OC1(COC1)C1=CC=C(C=C1)C(=O)N1CCC(CC1)SC1=CC=C(C=C1)C(F)(F)F